COC=1C=C(C=CC1OC)C1=NOC(N1)=O 3-(3,4-dimethoxyphenyl)-1,2,4-oxadiazol-5(4H)-one